CN1[C@@H]2CC(C[C@H]1[C@H]3[C@@H]2O3)OC(=O)[C@H](CO)C4=CC=CC=C4.O.O.O.Br The molecule is a hydrate that is the trihydrate form of scopolamine hydrobromide. It has a role as a mydriatic agent, a muscarinic antagonist, an anaesthesia adjuvant, an antispasmodic drug and an antiemetic. It contains a scopolamine hydrobromide (anhydrous).